2-azabicyclo[2.2.1]heptane-7(R)-carbamic acid tert-butyl ester C(C)(C)(C)OC(N[C@H]1C2NCC1CC2)=O